Br.CN(CCCC(O)(C1=CC=C(C=C1)F)C1=C(C=C(C#N)C=C1)CO)C 4-[4-(dimethylamino)-1-(4-fluorophenyl)-1-hydroxybutyl]-3-hydroxymethylbenzonitrile hydrobromide